3-(quinolin-7-yl)bicyclo[1.1.1]pentane-1-carboxylic acid methyl ester COC(=O)C12CC(C1)(C2)C2=CC=C1C=CC=NC1=C2